Piperazine-1-Benzoic acid benzyl ester C(C1=CC=CC=C1)OC(C1=CC=CC=C1N1CCNCC1)=O